NC(CC1N(CCCC1)C(=O)OC(C)(C)C)C1=NC=CC(=C1)Cl tert-butyl 2-[2-amino-2-(4-chloropyridin-2-yl)ethyl]piperidine-1-carboxylate